N1=CN(C=C1)C(=O)N Imidazole-3-carboxamide